N-([1,1'-biphenyl]-4-yl)-N-(4-(4,4,5,5-tetramethyl-1,3,2-dioxaborolan-2-yl)phenyl)-[1,1'-biphenyl]-2-amine C1(=CC=C(C=C1)N(C=1C(=CC=CC1)C1=CC=CC=C1)C1=CC=C(C=C1)B1OC(C(O1)(C)C)(C)C)C1=CC=CC=C1